1-(2-((1-((dimethylamino)methyl)cyclopropyl)methoxy)-6,8-difluoro-7-(3-hydroxynaphthalen-1-yl)quinazolin-4-yl)-3-methylpiperidin-3-ol CN(C)CC1(CC1)COC1=NC2=C(C(=C(C=C2C(=N1)N1CC(CCC1)(O)C)F)C1=CC(=CC2=CC=CC=C12)O)F